((1-aminocyclopropane-1-carbonyl)oxy)methyl (1R,5S)-1-(naphthalen-2-yl)-3-azabicyclo[3.1.0]hexane-3-carboxylate hydrochloride Cl.C1=C(C=CC2=CC=CC=C12)[C@@]12CN(C[C@H]2C1)C(=O)OCOC(=O)C1(CC1)N